CC1(CC1)OC1=NC=CC(=C1[N+](=O)[O-])SC 2-(1-methylcyclopropoxy)-4-(methylthio)-3-nitropyridine